rel-4-methyl-3-((3aR,5R,7S,7aR)-1,3,3,5,7-pentamethyl-octahydrobenzo[c]isoxazol-5-yl)benzonitrile CC1=C(C=C(C#N)C=C1)[C@]1(C[C@@H]2[C@H](N(OC2(C)C)C)[C@H](C1)C)C |o1:9,11,12,19|